CS(=O)(=O)C1=CC=CC=C1 (1R,2R)-4-methylsulfonyl-benzene